ClC1=CC=C2C(=N1)NC=C2S(=O)(=O)NC=2C(=NC(=C(C2)F)OCCF)OC 6-Chloro-N-[5-fluoro-6-(2-fluoroethoxy)-2-methoxypyridin-3-yl]-1H-pyrrolo[2,3-b]pyridin-3-sulfonamid